FC1(CCC(CC1)C(=O)OCC(CC1=C(C=NC=C1)F)=O)F 3-(3-Fluoropyridin-4-yl)-2-oxopropyl 4,4-difluorocyclohexane-1-carboxylate